FC1=CC=C(C=C1)CN(C1=C(C(=NN1C(C(COC)(C)C)=O)C1C(N(CC1=O)C(=O)N(C)C)C)C)C 3-(5-{[(4-Fluorophenyl)methyl](methyl)amino}-1-(3-methoxy-2,2-dimethylpropanoyl)-4-methyl-1H-pyrazol-3-yl)-N,N,2-trimethyl-4-oxopyrrolidin-1-carboxamid